Titanium (iv) tetraisopropoxide CC([O-])C.CC([O-])C.CC([O-])C.CC([O-])C.[Ti+4]